N-cyclopropyl-2H-1,2,4-triazole C1(CC1)N1NCN=C1